6-bromo-N-(4-cyanophenyl)-1H-pyrrolo[2,3-b]pyridine-3-sulfonamide BrC1=CC=C2C(=N1)NC=C2S(=O)(=O)NC2=CC=C(C=C2)C#N